1-(6,7-dihydro-5H-pyrido[2',3':6,7]cyclohepta[1,2-c]pyridazin-3-yl)-N5-((7S)-7-(t-butoxycarbonylamino)-6,7,8,9-tetrahydro-5H-benzo[7]annulene-2-yl)-1H-1,2,4-triazole-3,5-diamine N1=NC(=CC2=C1C1=C(CCC2)N=CC=C1)N1N=C(N=C1NC=1C=CC2=C(CC[C@H](CC2)NC(=O)OC(C)(C)C)C1)N